C(C)(C)(C)C1=NOC(=N1)C(=O)N[C@H](C)C1=C(C=C(C=C1)C1=NC=NC(=C1)NC1=NC=C(C(=C1)C)N1CCNCC1)C (R)-3-(tert-butyl)-N-(1-(2-methyl-4-(6-((4-methyl-5-(piperazin-1-yl)pyridin-2-yl)amino)pyrimidin-4-yl)phenyl)ethyl)-1,2,4-oxadiazole-5-carboxamide